3',4'-Difluoro-3-[1-oxo-6-(1H-tetrazol-5-yl)-1,3-dihydroisoindol-2-yl]biphenyl-4-carboxylic acid amide FC=1C=C(C=CC1F)C1=CC(=C(C=C1)C(=O)N)N1C(C2=CC(=CC=C2C1)C1=NN=NN1)=O